5-(tert-butyl)-4-hydroxy-9-methoxy-8-(3-methoxypropoxy)-2-oxo-1,2,5,6-tetrahydro-1,10-phenanthroline-3-carboxamide C(C)(C)(C)C1C=2C(=C(C(NC2C2=NC(=C(C=C2C1)OCCCOC)OC)=O)C(=O)N)O